2-((2-((4-(1-(4-(2,4-dioxotetrahydropyrimidin-1(2H)-yl)-2-fluorobenzyl)piperidin-4-yl)-2-isopropoxy-5-methylphenyl)amino)-5-(trifluoromethyl)pyridin-4-yl)amino)-N-methylbenzamide O=C1N(CCC(N1)=O)C1=CC(=C(CN2CCC(CC2)C2=CC(=C(C=C2C)NC2=NC=C(C(=C2)NC2=C(C(=O)NC)C=CC=C2)C(F)(F)F)OC(C)C)C=C1)F